SCCO 2-MERCAPTOETHANOL